C1(CC1)CN1C(N(C2=C1C=CC=C2)C2=NC(=NC=C2)NC=2C(=CC(=C(C2)NC(C=C)=O)N(C)CCN(C)C)OC)=O N-(5-((4-(3-(cyclopropylmethyl)-2-oxo-2,3-dihydro-1H-benzo[d]imidazol-1-yl)pyrimidin-2-yl)amino)-2-((2-(dimethylamino)ethyl)(methyl)amino)-4-methoxyphenyl)acrylamide